FC(C=1C=C(C=CC1F)N1N=C(C=C1C)N1CCN(CC1)CCN1CCOCC1)F 4-[2-[4-[1-[3-(difluoromethyl)-4-fluoro-phenyl]-5-methyl-pyrazol-3-yl]piperazin-1-yl]ethyl]morpholine